(S)-1'-(8-((3-chloro-2-methoxypyridin-4-yl)thio)imidazo[1,2-c]pyrimidin-5-yl)-5,7-dihydrospiro[cyclopenta[b]pyridin-6,4'-piperidin]-5-amine ClC=1C(=NC=CC1SC=1C=2N(C(=NC1)N1CCC3(CC1)[C@@H](C=1C(=NC=CC1)C3)N)C=CN2)OC